6-(7-cyclopropyl-3-ethylsulfonyl-imidazo[1,2-a]pyridin-2-yl)-3-(trifluoromethyl)-7H-pyrrolo[3,4-b]pyridin-5-one C1(CC1)C1=CC=2N(C=C1)C(=C(N2)N2CC1=NC=C(C=C1C2=O)C(F)(F)F)S(=O)(=O)CC